ethyl (acrylate) C(C=C)(=O)OCC